CC=1CC(CNCC1)NC(OCC1=CC=CC=C1)=O benzyl N-(5-methyl-2,3,4,7-tetrahydro-1H-azepin-3-yl)carbamate